(S)-oxetan-2-ylmethyl 4-methylbenzenesulfonate CC1=CC=C(C=C1)S(=O)(=O)OC[C@H]1OCC1